Nitro-n-Butyl-benzene [N+](=O)([O-])C1=C(C=CC=C1)CCCC